tetraethyleneglycol di(chloroacrylate) ClC(C(=O)OCCOCCOCCOCCOC(C(=C)Cl)=O)=C